(3R)-3-({2-[4-(trifluoromethyl)phenyl][1,2,4]triazolo[1,5-c]quinazolin-5-yl}amino)azepin-2-one FC(C1=CC=C(C=C1)C1=NN2C(=NC=3C=CC=CC3C2=N1)NC=1C(N=CC=CC1)=O)(F)F